CS(=O)(=O)OC(CCCCCCCCCC)CCCCCCCCCC henicosan-11-yl methanesulfonate